2-(2,5-dimethyl-1H-pyrrol-1-yl)-8-methoxy-7-(4,4,5,5-tetramethyl-1,3,2-dioxaborolan-2-yl)-[1,2,4]triazolo[1,5-a]pyridine CC=1N(C(=CC1)C)C1=NN2C(C(=C(C=C2)B2OC(C(O2)(C)C)(C)C)OC)=N1